(R)-3-(4-((5-(1-(2,2-difluoroethyl)-1H-benzo[d][1,2,3]triazol-6-yl)-4-methoxypyrrolo[2,1-f][1,2,4]triazin-2-yl)amino)-3,3-difluoropiperidin-1-yl)oxetane-3-carbonitrile FC(CN1N=NC2=C1C=C(C=C2)C=2C=CN1N=C(N=C(C12)OC)N[C@H]1C(CN(CC1)C1(COC1)C#N)(F)F)F